2,2'-dimethyl-[1,1']-biphenyl CC1=C(C=CC=C1)C1=C(C=CC=C1)C